methyl ((1s,4s)-4-(5-(6-(3-cyanopyrrolo[1,2-b]pyridazin-7-yl)-4-(oxetan-3-ylamino)pyridin-3-yl)-1,3,4-thiadiazol-2-yl)cyclohexyl)carbamate C(#N)C1=CC=2N(N=C1)C(=CC2)C2=CC(=C(C=N2)C2=NN=C(S2)C2CCC(CC2)NC(OC)=O)NC2COC2